N1(C=NC=C1)CCN1CCN(CC1)C1=C(C=O)C=CC=N1 2-(4-(2-(1H-imidazol-1-yl)ethyl)piperazin-1-yl)nicotinaldehyde